N-[(2S)-1-hydroxypropan-2-yl]-2-(1H-pyrazol-4-yl)pyrimidine-4-carboxamide OC[C@H](C)NC(=O)C1=NC(=NC=C1)C=1C=NNC1